(2S,3R)-3-(4-bromophenyl)-1-(but-2-ynoyl)-N-(quinolin-8-yl)azetidine-2-carboxamide BrC1=CC=C(C=C1)[C@H]1[C@H](N(C1)C(C#CC)=O)C(=O)NC=1C=CC=C2C=CC=NC12